trans-(2E)-4-(dimethylamino)-N-(2-methoxyethyl)-N-[3-[(6-(4-hydroxyphenyl)-1H-indazol-4-yl)oxy]cyclobutyl]but-2-enamide CN(C/C=C/C(=O)N([C@@H]1C[C@H](C1)OC1=C2C=NNC2=CC(=C1)C1=CC=C(C=C1)O)CCOC)C